6-fluoro-4-methoxy-2-(2-methoxycarbonyl-4-furyl)-5-trifluoromethylpyrimidine FC1=C(C(=NC(=N1)C=1C=C(OC1)C(=O)OC)OC)C(F)(F)F